NC1CC(C1)N1N=C(C(=C1)NC(=O)C=1C(=NN2C1N=CC=C2)N)C2=C(C=CC(=C2)Cl)OC(F)F 2-amino-pyrazolo[1,5-a]pyrimidine-3-carboxylic acid [1-(3-amino-cyclobutyl)-3-(5-chloro-2-difluoromethoxy-phenyl)-1H-pyrazol-4-yl]-amide